2-(3-((R or S)-1-(((R)-((R)-2,3-dihydro-1H-pyrido[2,3-b][1,4]oxazin-3-yl)(phenyl)methyl)amino)propan-2-yl)-4-fluorophenyl)acetic acid N1C2=C(O[C@H](C1)[C@@H](C1=CC=CC=C1)NC[C@H](C)C=1C=C(C=CC1F)CC(=O)O)N=CC=C2 |o1:15|